4-chloro-2-(1-(7-nitro-3-oxo-2,3-dihydro-4H-benzo[b][1,4]oxazin-4-yl)ethyl)benzonitrile ClC1=CC(=C(C#N)C=C1)C(C)N1C2=C(OCC1=O)C=C(C=C2)[N+](=O)[O-]